diethyl(4-hydroxybenzyl)phosphonate C(C)OP(OCC)(=O)CC1=CC=C(C=C1)O